N-(4-cyano-3-(trifluoromethyl)phenyl)-3-(4-fluorophenyl)but-2-enamine C(#N)C1=C(C=C(C=C1)NCC=C(C)C1=CC=C(C=C1)F)C(F)(F)F